NC=1C=C(C(=C(C1)C1=C(C=2N=C(N=C(C2C=N1)NC1CCC1)OC[C@]12CCCN2C[C@@H](C1)F)F)C(F)(F)F)Cl 7-(5-amino-3-chloro-2-(trifluoromethyl)phenyl)-N-cyclobutyl-8-fluoro-2-(((2R,7aS)-2-fluorotetrahydro-1H-pyrrolizin-7a(5H)-yl)methoxy)pyrido[4,3-d]pyrimidin-4-amine